(2Z,3E)-6'-bromo-3-((2-(2-(2-hydroxyethoxy)ethoxy)ethoxy)imino)-1-(2-(2-(2-hydroxyethoxy)ethoxy)ethyl)-[2,3'-biindolinylidene]-2'-one BrC1=CC=C2/C(/C(NC2=C1)=O)=C\1/N(C2=CC=CC=C2/C1=N\OCCOCCOCCO)CCOCCOCCO